N1CCOCC1.C(CCCCCCCCCCCCCCCCC)(=O)O stearic acid morpholine salt